C(OC1=NN(C=C1[N+](=O)[O-])COCC[Si](C)(C)C)([2H])([2H])[2H] 3-(methoxy-d3)-4-nitro-1-((2-(trimethylsilyl)ethoxy)methyl)-1H-pyrazole